(3-bromo-5-fluoropyridin-2-yl)methyl methanesulfonate CS(=O)(=O)OCC1=NC=C(C=C1Br)F